isocyanate compound with ethylene glycol C(CO)O.[N-]=C=O